FC1=CC(=C(C(=O)NC2=C(C=C(C(=C2)C=2C=NC(=CC2)N2C[C@H](O[C@H](C2)C)C)F)N2C[C@@H](N([C@@H](C2)C)C)C)C=C1)C(F)(F)F |r| 4-fluoro-N-[4-fluoro-5-[6-[rac-(2R,6S)-2,6-dimethylmorpholin-4-yl]pyridin-3-yl]-2-[rac-(3S,5R)-3,4,5-trimethylpiperazin-1-yl]phenyl]-2-(trifluoromethyl)benzamide